NC=1C(=NON1)N1N=NC(=C1)C(=O)N/N=C/C1=CC=C(C=C1)N(C)C (E)-1-(4-amino-1,2,5-oxadiazol-3-yl)-N'-(4-(dimethylamino)benzylidene)-1H-1,2,3-triazole-4-carbohydrazide